1,2-difluorocyclohexane FC1C(CCCC1)F